OCC=1C=C(C=CC1C)C(CC(=O)OCC)C1=CC2=C(N(N=N2)C)C(=C1)OC ethyl 3-(3-(hydroxymethyl)-4-methylphenyl)-3-(7-methoxy-1-methyl-1H-benzo[d][1,2,3]triazol-5-yl)propanoate